C(C=C)N1N(C2=NC(=NC=C2C1=O)NC1CCN(CC1)CCCNC(OC(C)(C)C)=O)C1=NC(=CC=C1)C(C)(C)O tert-Butyl (3-(4-((2-allyl-1-(6-(2-hydroxypropan-2-yl)pyridin-2-yl)-3-oxo-2,3-dihydro-1H-pyrazolo[3,4-d]pyrimidin-6-yl)amino)piperidin-1-yl)propyl)carbamate